3-((S)-3-((S)-sec-butyl)-7-chloro-2-oxo-5-phenyl-2,3-dihydro-1H-benzo[e][1,4]diazepin-1-yl)-N-sulfamoyl-propionamide [C@H](C)(CC)[C@@H]1N=C(C2=C(N(C1=O)CCC(=O)NS(N)(=O)=O)C=CC(=C2)Cl)C2=CC=CC=C2